C1(=CC=C(C=C1)NC1=CC=CC2=CC=CC=C12)C1=CC=CC=C1 N-([1,1'-biphenyl]-4-yl)naphthalene-1-amine